(6-(3-cyclopropyl-1H-1,2,4-triazol-1-yl)-2-azaspiro[3.3]heptan-2-yl)(5-methyl-6-((1-(trifluoromethyl)cyclopropyl)methoxy)pyridin-3-yl)methanone C1(CC1)C1=NN(C=N1)C1CC2(CN(C2)C(=O)C=2C=NC(=C(C2)C)OCC2(CC2)C(F)(F)F)C1